BrC=1C=C2C(=NC=NC2=C(C1)C(F)(F)F)N([C@H](C)C1=NC=NN1C1=CC=C(C=N1)C#N)C 6-[5-[(1R)-1-[[6-bromo-8-(trifluoromethyl)quinazolin-4-yl]-methyl-amino]ethyl]-1,2,4-triazol-1-yl]pyridine-3-carbonitrile